ClC=1C=C(C=CC1Cl)NC(=O)N1[C@H]2CC[C@@H]1CC1=C2C=CC=C1F (5S,8R)-N-(3,4-dichlorophenyl)-1-fluoro-6,7,8,9-tetrahydro-5H-5,8-epiminobenzo[7]annulene-10-carboxamide